C(#N)CCN1CCC(CC1)NCC=1C=C2C=C(N(C2=CC1)CC(F)(F)F)C#CCNC=1C=CC(=NC1)C(C#N)(C)C 2-[5-({3-[5-({[1-(2-cyanoethyl)-piperidin-4-yl]amino}methyl)-1-(2,2,2-trifluoroethyl)-1H-indol-2-yl]prop-2-yn-1-yl}amino)pyridin-2-yl]-2-methylpropanenitrile